C(=O)(OC(C)(C)C)N1C[C@H]([C@H](CC1)O)F (3R,4S)-N-BOC-3-fluoro-4-hydroxypiperidine